2-bromocyclopentene-1-carbaldehyde BrC1=C(CCC1)C=O